BrC1=NN(C(=C1C(=O)OCC)Br)COC ethyl 3,5-dibromo-1-(methoxymethyl)-1H-pyrazole-4-carboxylate